N-(1,6-dimethyl-9H-xanthen-9-yl)-5-formyl-2-oxo-6-(trifluoromethyl)-1,2-dihydropyridine-3-carboxamide CC1=CC=CC=2OC3=CC(=CC=C3C(C12)NC(=O)C=1C(NC(=C(C1)C=O)C(F)(F)F)=O)C